(1R,3S,5R)-2-(2-(3-acetyl-5-(2-methylpyrimidin-5-yl)-1H-pyrazolo[3,4-c]pyridin-1-yl)acetyl)-N-(6-bromopyrazin-2-yl)-5-methyl-2-azabicyclo[3.1.0]hexane-3-carboxamide C(C)(=O)C1=NN(C2=CN=C(C=C21)C=2C=NC(=NC2)C)CC(=O)N2[C@@H]1C[C@@]1(C[C@H]2C(=O)NC2=NC(=CN=C2)Br)C